3,7,11b-Triaza-benzo[c]fluorene-6-carboxylic Acid (3-methoxy-propyl)-amide COCCCNC(=O)C1=CC2=C(N3C=4C=CC=CC4N=C13)C=CN=C2